monostearyl itaconate C(C(=C)CC(=O)[O-])(=O)OCCCCCCCCCCCCCCCCCC